C(C[C@@H](C(=O)[O-])[NH3+])C[C@@H](C(=O)[O-])NC(=O)CCC(=O)[O-] The molecule is dianion of N-succinyl-LL-2,6-diaminopimelic acid having anionic carboxy groups and an ionic primary amino group; major species at pH 7.3. It is a conjugate base of a N-succinyl-LL-2,6-diaminopimelic acid.